5-chloro-3-((4-chloro-phenylimino)methyl)-2-(isobutyryloxy)phenyl 3-methylbenzoate CC=1C=C(C(=O)OC2=C(C(=CC(=C2)Cl)C=NC2=CC=C(C=C2)Cl)OC(C(C)C)=O)C=CC1